FC(COC(C(=O)Cl)=O)(F)F.CN(CCCC=1SC2=C(N1)C=C(C=C2)[C@@H]2N(C[C@H](CC2)C)C(C(=O)N)=O)C 2-((2R,5S)-2-(2-(3-(dimethylamino)propyl)benzo[d]thiazol-5-yl)-5-methylpiperidin-1-yl)-2-oxoacetamide 2,2,2-Trifluoroethyl-2-chloro-2-oxo-acetate